OCCC(=O)O.OCCC(=O)O 3-hydroxypropionic acid, 3-hydroxypropionic acid salt